CC(C=O)CCCCCCCCCCCCCCCCCCCCCCCCCCCC 2-methyl-1-triacontanal